C(#N)C1=C(SC2=C1C(=NC=C2F)C=2C1=C(C=3C=NC(=NC3C2F)N2C[C@@H](CC2)N2C[C@H](CCC2)O)COC1)NC(OC(C)(C)C)=O tert-Butyl (3-cyano-7-fluoro-4-(5-fluoro-3-((R)-3-((S)-3-hydroxypiperidin-1-yl)pyrrolidin-1-yl)-7,9-dihydrofuro[3,4-f]quinazolin-6-yl)thieno[3,2-c]pyridin-2-yl)carbamate